β-amino-ethyl ether NCCOCCN